BrC1=C(C2=CC=C(C(=C2C(=C1)Br)Cl)F)N 2,4-dibromo-5-chloro-6-fluoronaphthalen-1-amine